C(CC(=O)[O-])(=O)OCCCCCCCCC nonyl propanedioate